4-(((6-(1-(tert-butoxycarbonyl)piperidin-4-yl)-pyridin-2-yl)oxy)methyl)-3-chlorobenzoic acid C(C)(C)(C)OC(=O)N1CCC(CC1)C1=CC=CC(=N1)OCC1=C(C=C(C(=O)O)C=C1)Cl